N1CCC2=C(C=CC=C12)C(C)NC1=NC(=NC2=C3C(=C(C=C12)N1CCOCC1)CCC3)C N-(1-(indolin-4-yl)ethyl)-2-methyl-6-morpholino-8,9-dihydro-7H-cyclopenta[h]quinazolin-4-amine